C(C)(C)(C)OC(=O)N1OCC(=CC1)CO 2-tert-Butyloxycarbonyl-5-(hydroxymethyl)-3,6-dihydro-2H-1,2-oxazine